C1(=CC=CC=C1)[C@H]([C@H](O)C1=CC=CC=C1)O (1R,2R)-1,2-diphenyl-1,2-ethanediol